6-(5-amino-3-phenyl-4-(4-sulfamoylbenzyl)-1H-pyrazol-1-yl)pyridazine-3-carboxylic acid NC1=C(C(=NN1C1=CC=C(N=N1)C(=O)O)C1=CC=CC=C1)CC1=CC=C(C=C1)S(N)(=O)=O